ClC1=CC=C2C(CCO2)=C1N 5-Chloro-2,3-dihydrobenzofuran-4-amine